C(CC)(=O)O.C(CC)(=O)O.C(C)(=O)N1CC2(C1)CCN(CC2)C(=O)[C@@H](CCCCN)NC([C@@H](CC(C)C)NC([C@@H](CC2=CC=CC=C2)N)=O)=O (2R)-N-[(1R)-1-(2-acetyl-2,7-diazaspiro[3.5]nonane-7-carbonyl)-5-amino-pentyl]-2-[[(2R)-2-amino-3-phenyl-propionyl]amino]-4-methyl-pentanamide dipropionate